tert-butyl ((3R,5R)-5-(4-(9-(4-(2,6-bis(benzyloxy)pyridin-3-yl)-3-methylphenyl)-3,9-diazaspiro[5.5]undecan-3-yl)phenyl)-1-methylpiperidin-3-yl)carbamate C(C1=CC=CC=C1)OC1=NC(=CC=C1C1=C(C=C(C=C1)N1CCC2(CCN(CC2)C2=CC=C(C=C2)[C@H]2C[C@H](CN(C2)C)NC(OC(C)(C)C)=O)CC1)C)OCC1=CC=CC=C1